Cl[Ga-](Cl)(Cl)Cl.[Li+] lithium tetrachlorogallate salt